C1=CC(=C(C=C1C2C(C(=O)C3=C(C=C(C=C3O2)O)O)O)O)O (+/-)-taxifolin